4,4-dimethyl-8-(trifluoromethyl)-4,5-dihydro-2H-furo[2,3-g]indazole-7-carboxylic acid ethyl ester C(C)OC(=O)C1=C(C2=C(CC(C3=CNN=C23)(C)C)O1)C(F)(F)F